OC=1NC2=CC=CC=C2C1N=NC=1SCC(N1)=O 2-[(2-hydroxy-1H-indol-3-yl)diazenyl]-1,3-thiazol-4-one